P(=O)(OC[C@H]1O[C@@]([C@@H]([C@@H]1O)O)(C#N)C1=CC=C2C(=NC=NN21)N)(OC[C@@H](COCCCCCCCCCCCCCCCCCC)OC(C)C2=CC=CC=C2)O ((2R,3S,4R,5R)-5-(4-aminopyrrolo[2,1-f][1,2,4]triazin-7-yl)-5-cyano-3,4-dihydroxytetrahydrofuran-2-yl)methyl ((2R)-3-(octadecyloxy)-2-(1-phenylethoxy)propyl) hydrogen phosphate